C(#N)C=1C=NN2C1C(=CC(=C2)OCC)C=2C=CC(=NC2)N2CCN(CC2)C(=O)OC(C)(C)C tert-butyl 4-(5-(3-cyano-6-ethoxypyrazolo[1,5-a]pyridin-4-yl)pyridin-2-yl)piperazine-1-carboxylate